N-benzyl-N-[(4,6-dichloro-2-methyl-3-pyridyl)methyl]-1-phenyl-methanamine C(C1=CC=CC=C1)N(CC1=CC=CC=C1)CC=1C(=NC(=CC1Cl)Cl)C